di(methyl)n-propyl(n-propoxy)silane C[Si](OCCC)(CCC)C